NC=1N=C(N(C(C1Br)=C=O)C)N1CCC2(CCC[C@H]2N[S@](=O)C(C)(C)C)CC1 (R)-N-((R)-8-(4-amino-5-bromo-1-methyl-6-carbonyl-1,6-dihydropyrimidin-2-yl)-8-azaspiro[4.5]decan-1-yl)-2-methylpropane-2-sulfinamide